NC=1N=NC(=C(C1C)C)Cl 3-amino-6-chloro-4,5-dimethylpyridazine